Methyl 2-isopropyl-1-oxo-2,3-dihydro-1H-indene-2-carboxylate C(C)(C)C1(C(C2=CC=CC=C2C1)=O)C(=O)OC